(3-fluoro-4-oxo-7-(pyridin-4-yl)-1,2,3,4-tetrahydronaphthalen-1-yl)acetic acid methyl ester COC(CC1CC(C(C2=CC=C(C=C12)C1=CC=NC=C1)=O)F)=O